(6S,9S)-2-allyl-6-(4-hydroxybenzyl)-9-methyl-4,7-dioxo-N-((S)-1-phenylethyl)-8-(quinolin-8-ylmethyl)octahydro-1H-pyrazino[2,1-c][1,2,4]triazine-1-carboxamide C(C=C)N1N(C2N(C(C1)=O)[C@H](C(N([C@H]2C)CC=2C=CC=C1C=CC=NC21)=O)CC2=CC=C(C=C2)O)C(=O)N[C@@H](C)C2=CC=CC=C2